ClC1=NC=C(C(=C1)C1=C(C=NC(=C1)C)C(=O)NC=1SC(=NN1)O[C@@H]1C[C@@H](CCC1)O)OC 2'-chloro-N-(5-(((1S,3R)-3-hydroxycyclohexyl)oxy)-1,3,4-thiadiazol-2-yl)-5'-methoxy-6-methyl-(4,4'-bipyridine)-3-carboxamide